C(C)(C)(C)OC(=O)N1CC2=CC=C(C=C2CC1)N 6-amino-3,4-dihydroisoquinoline-2(1H)-carboxylic acid tert-butyl ester